O=C1N(CC=2C=C3C(=CC12)OCC31CCNCC1)C1C(NC(CC1)=O)=O 3-{7-oxo-2,5,6,7-tetrahydrospiro[furo[2,3-f]isoindole-3,4'-piperidine]-6-yl}piperidine-2,6-dione